C(C)(C)(C)OC(=O)N1CC(CC1)C=1SC(=C(N1)C#CC1=CC(=CC(=C1)OC)OC)C(=O)O 2-(1-tert-Butoxycarbonylpyrrolidin-3-yl)-4-[2-(3,5-dimethoxyphenyl)ethynyl]thiazole-5-carboxylic acid